6-Chloro-6-deoxy-D-galactose ClC[C@H]([C@@H]([C@@H]([C@H](C=O)O)O)O)O